2-(2,6-Dimethyl-4-((5-oxo-4-(3-(trifluoromethyl)phenyl)-4,5-dihydro-1H-1,2,4-Triazol-1-yl)methyl)phenoxy)-2-methylpropionic acid CC1=C(OC(C(=O)O)(C)C)C(=CC(=C1)CN1N=CN(C1=O)C1=CC(=CC=C1)C(F)(F)F)C